5-methyl-indoline-2,3-dione CC=1C=C2C(C(NC2=CC1)=O)=O